NC=1N=C(SC1C(C1=CC(=C(C=C1)F)F)=O)N(C1=CC=C(C=C1)F)C(C(=O)N)C (N-[4-amino-5-(3,4-difluorobenzoyl)thiazol-2-yl]-4-fluoro-anilino)propanamide